N1C=NC(=C1)C1=C(N=C2N1C=C(C=N2)COCC2CC21COCC1)C1=NC(=NN1)C(F)(F)F 5-[3-(1H-imidazol-4-yl)-6-[({5-oxaspiro[2.4]heptan-1-yl}methoxy)methyl]imidazo[1,2-a]pyrimidin-2-yl]-3-(trifluoromethyl)-1H-1,2,4-triazole